CN1CC=2C=C(C(NC2CC1)=O)NC=1N=CC2=C(N1)C(=NC=C2)NCC2(CC2)C 6-Methyl-3-((8-(((1-methylcyclopropyl)methyl)amino)pyrido[3,4-d]pyrimidin-2-yl)amino)-5,6,7,8-Tetrahydro-1,6-naphthyridin-2(1H)-one